ClC1=CC=C2C(C(C(OC2=C1)(O)C1=CC=CC=C1)(F)F)C1=CC(=C(C(=C1)C(C)(C)C)O)C(C)(C)C 7-chloro-4-(3,5-di-tert-butyl-4-hydroxyphenyl)-3,3-difluoro-2-phenylchroman-2-ol